ClC1=CC(=C(C=C1)C1COC2=CC=CC(=C2C1=C=O)C1CCN(CC1)CC1=NC2=C(N1C[C@H]1OCC1)C=C(C=C2)C(=O)OC)F Methyl 2-((4-(3-(4-chloro-2-fluorophenyl)-4-carbonyl-chroman-5-yl) piperidin-1-yl) methyl)-1-(((S)-oxetan-2-yl) methyl)-1H-benzo[d]imidazole-6-carboxylate